CC(CC)(C)OCC1=CC=CC=C1 benzyl 1,1-dimethyl-propyl ether